N1=CC(=CC=C1)CC(CC)=O 1-(3-pyridinyl)-butanone